BrC1=CC=2C3=C(C=NC2C=C1F)N(C(C31CN(C1)C[C@@H](CO)O)=O)C (S)-8'-Bromo-1-(2,3-dihydroxypropyl)-7'-fluoro-3'-methylspiro[azetidine-3,1'-pyrrolo[2,3-c]quinolin]-2'(3'H)-one